methyl cyclohexanedicarboxylate C1(CCCCC1)(C(=O)OC)C(=O)[O-]